C(#C)C1=CC(=C(C=C1)C1=C(N=C(N=N1)N[C@H]1CNCCC1)C)O (R)-6-(4-ethynyl-2-hydroxyphenyl)-5-methyl-3-(piperidin-3-ylamino)-1,2,4-triazine